CC(=O)OC/C/1=C\CCC(=C)[C@@H]2CC([C@H]2CC1)(C)C 14-hydroxy-β-caryophyllene acetate